N-(7-fluoro-2-methyl-2H-indazol-5-yl)-4-isobutoxy-2-(piperazin-1-yl)pyrimidine-5-carboxamide formate salt C(=O)O.FC1=CC(=CC2=CN(N=C12)C)NC(=O)C=1C(=NC(=NC1)N1CCNCC1)OCC(C)C